BrC=1C(=NN(C1C)C1CC2(CNC2)C1)C=1C=C2C=NN(C2=CC1)C 5-(4-bromo-5-methyl-1-(2-azaspiro[3.3]heptan-6-yl)-1H-pyrazol-3-yl)-1-methyl-1H-indazole